OC(C1=C(C=CC(=C1)C)NS(=O)(=O)C1=CC=C(C=C1)C)C1=CC=CC=C1 N-(2-(hydroxy(phenyl)methyl)-4-methylphenyl)-4-methylbenzenesulfonamide